C(C)(C)(C)N1CCN(CC1)C=1C=C(C=CC1)C1=C(C(=NC(=N1)C)C1=CC(=C(C=C1)N1C(N(C=C1)C)=O)Cl)O 1-(4-{6-[3-(4-tert-butyl-piperazin-1-yl)-phenyl]-5-hydroxy-2-methyl-pyrimidin-4-yl}-2-chloro-phenyl)-3-methyl-1,3-dihydro-imidazol-2-one